2-((2S,4R)-2-(1-cyclobutyl-1H-pyrazol-4-yl)tetrahydro-2H-pyran-4-yl)-4-(2,4-difluorophenyl)-6,7-dimethylpteridine C1(CCC1)N1N=CC(=C1)[C@H]1OCC[C@H](C1)C1=NC2=NC(=C(N=C2C(=N1)C1=C(C=C(C=C1)F)F)C)C